(S)-3-(2-((R)-1-hydroxyethyl)-6-(benzenesulfonyl)imidazo[4,5-d]Pyrrolo[2,3-b]Pyridin-1(6H)-yl)pyrrolidin-1-ylbutyronitrile O[C@H](C)C1=NC=2C(=C3C(=NC2)N(C=C3)S(=O)(=O)C3=CC=CC=C3)N1C1CN(CC1)[C@H](C#N)CC